ClC1=C(C(=O)NCC2CCOCC2)C=CC(=C1)NC=1C=2N(C=CN1)C(=CN2)C2=C(C(=C(C=C2)OC)F)F 2-chloro-4-[[3-(2,3-difluoro-4-methoxyphenyl)imidazo[1,2-a]pyrazin-8-yl]amino]-N-(tetrahydropyran-4-ylmethyl)benzamide